BrC1=C(C(=CC=C1)OCCBr)C 1-bromo-3-(2-bromoethoxy)-2-methyl-benzene